N[C@H](C#N)CC1=CC=C(C=C1)C=1C=CC2=C(N(C(O2)=O)C([2H])([2H])[2H])C1 (2S)-2-amino-3-{4-[3-(2H3)methyl-2-oxo-1,3-benzoxazol-5-yl]phenyl}propanenitrile